C(C)(C)(C)OC(NC1=CC=C2C=NN(C2=C1OC)CC(F)F)=O (1-(2,2-Difluoroethyl)-7-methoxy-1H-indazol-6-yl)carbamic acid tert-butyl ester